NC/C(/COC1=CC2=C(N=C(S2)NCCC)C=C1)=C/F (Z)-6-((2-(aminomethyl)-3-fluoroallyl)oxy)-N-propylbenzo[d]thiazol-2-amine